C(=O)[C@@]12CN(C[C@H]2C1)C(=O)OC(C)(C)C tert-butyl (1S,5S)-1-formyl-3-azabicyclo[3.1.0]hexane-3-carboxylate